C(C1=CC=CC=C1)NC(N(C1CCC(CC1)NC1=NC=C(C=C1)C#N)C=1C=CC(=C(C1)NC(C=C)=O)N1CC(C1)N(C)C)=O N-(5-(3-benzyl-1-((1r,4r)-4-((5-cyanopyridin-2-yl)amino)cyclohexyl)ureido)-2-(3-(dimethylamino)azetidin-1-yl)phenyl)acrylamide